N1N=C(C=C1)C1=C(C=CC=C1)C(=CC)O o-pyrazolyl-phenylpropenol